CN(C(C(CC)C1=CN(C2=CC=C(C=C12)OC)C(=O)OC(C)(C)C)=O)C tert-Butyl 3-(1-(dimethylamino)-1-oxobutan-2-yl)-5-methoxy-1H-indole-1-carboxylate